3-thiocyanato-1H-indole S(C#N)C1=CNC2=CC=CC=C12